Tert-Butyl 4-(3-(6-(4-(2-((2-(Benzyloxy)-2-Oxoethyl)Amino)-2-Oxoethyl)Thiazol-2-yl)-1H-Indol-1-yl)Propyl)Piperazine-1-Carboxylate C(C1=CC=CC=C1)OC(CNC(CC=1N=C(SC1)C1=CC=C2C=CN(C2=C1)CCCN1CCN(CC1)C(=O)OC(C)(C)C)=O)=O